C(CC=CCC=CCC=CCCCCCCCC)(=O)OC 3,6,9-OCTADECATRIENOIC ACID, METHYL ESTER